FC1=COC2=C(C=CC=C2C1=O)F 3,8-difluorochromone